N1C(=CC2=CC=CC=C12)C(=O)N1CC2=C(CC1)N=C(S2)N[C@H]2C[C@H](NC2)C(=O)OC Methyl (2S,4S)-4-{[5-(1H-indole-2-carbonyl)-4H,5H,6H,7H-[1,3]thiazolo[5,4-c]pyridin-2-yl]amino}pyrrolidine-2-carboxylate